(9H-fluoren-9-yl)methyl ((S)-1-(((S)-1-((4-(hydroxymethyl)phenyl)amino)-1-oxopropan-2-yl)amino)-1-oxopropan-2-yl)carbamate OCC1=CC=C(C=C1)NC([C@H](C)NC([C@H](C)NC(OCC1C2=CC=CC=C2C=2C=CC=CC12)=O)=O)=O